Methyl (2S,3R)-2-((tert-butoxycarbonyl)oxy)-3-(((S)-tert-butylsulfinyl)amino)-3-cyclopropyl-propanoate C(C)(C)(C)OC(=O)O[C@H](C(=O)OC)[C@@H](C1CC1)N[S@@](=O)C(C)(C)C